N-(pyridin-3-ylmethyl)-1H-imidazole-4-carboxamide N1=CC(=CC=C1)CNC(=O)C=1N=CNC1